6-(2-(4-(3,5-difluorobenzyl)piperidin-1-yl)oxazol-5-yl)-2-methylpyridazin-3(2H)-one benzyl-4-amino-4-(hydroxymethyl)piperidine-1-carboxylate C(C1=CC=CC=C1)OC(=O)N1CCC(CC1)(CO)N.FC=1C=C(CC2CCN(CC2)C=2OC(=CN2)C=2C=CC(N(N2)C)=O)C=C(C1)F